2-chloro-N-((R)-1-((trans)-4-(6-fluoroquinolin-4-yl)cyclohexyl)propan-2-yl)-7-methylquinazolin-4-amine ClC1=NC2=CC(=CC=C2C(=N1)N[C@@H](C[C@@H]1CC[C@H](CC1)C1=CC=NC2=CC=C(C=C12)F)C)C